5-cyclopropyl-7-methyl-1-tosyl-1H-indole C1(CC1)C=1C=C2C=CN(C2=C(C1)C)S(=O)(=O)C1=CC=C(C)C=C1